FC=1C(=C(C=CC1)NC=1C(=NN2C1C(NCC2)=O)C2=CC=NC1=CN=C(C=C21)NC(OC(C)(C)C)=O)OC tert-butyl N-(4-{3-[(3-fluoro-2-methoxyphenyl)amino]-4-oxo-5H,6H,7H-pyrazolo[1,5-a]pyrazin-2-yl}-1,7-naphthyridin-6-yl)carbamate